NC=1C(=NN(C1)CCOCCOCCOCCOCCNC(OCC[Si](C)(C)C)=O)OC 2-trimethylsilylethyl N-[2-[2-[2-[2-[2-(4-amino-3-methoxy-pyrazol-1-yl)ethoxy]ethoxy]ethoxy]ethoxy]ethyl]carbamate